2-((2-chloro-6-ethyl-5,6,7,8-tetrahydropyrido[4,3-d]pyrimidin-4-yl)oxy)-1-fluoro-9-methyl-5,6,8,9,10,11-hexahydro-7H-pyrido[3',4':4,5]pyrrolo[2,3-f]isoquinolin-7-one ClC=1N=C(C2=C(N1)CCN(C2)CC)OC=2N=CC=1CCC3=C(C1C2F)NC2=C3C(NC(C2)C)=O